C(C)OC(\C=C\[C@@H]([C@H](C=C)C)C)=O (E)-(4S,5S)-4,5-dimethyl-hept-2,6-dienoic acid ethyl ester